CC(C)N1N(CC2=CC=CC=C12)C=1C=NC=CC1 N-(1-methylethyl)-2-(3-pyridinyl)-2H-indazole